CC1NCC(C1C(=O)OC)C methyl 2,4-dimethyl-3-pyrrolidinecarboxylate